N'-(1,2,3,5,6,7-hexahydro-s-indacen-4-ylcarbamoyl)-3-(2-hydroxypropan-2-yl)benzenesulfonimidamide C1CCC2=C(C=3CCCC3C=C12)NC(=O)N=S(=O)(N)C1=CC(=CC=C1)C(C)(C)O